C(C=CCCC)(=O)OC=CCCCC HEXENYL HEXENOATE